(benzofuran-2-yl)pyrimidine-2,4-diol O1C(=CC2=C1C=CC=C2)C=2C(=NC(=NC2)O)O